1,2,6,8-tetrabromopyrene BrC1=C(C=C2C=CC3=C(C=C(C4=CC=C1C2=C34)Br)Br)Br